3H-thieno[3,2-d]pyrimidine-4-one N1=CNC(C2=C1C=CS2)=O